4-chloro-6-(2,6-dimethylphenyl)pyrimidin-2-amine hydrochloride Cl.ClC1=NC(=NC(=C1)C1=C(C=CC=C1C)C)N